COC(CC1C(C(CC1)=O)CCCCC)=O.FC(=C1CC2CCCN2C1)F 2-(difluoromethylene)tetrahydro-1H-pyrrolizine methyl-2-(3-oxo-2-pentylcyclopentyl)acetate